5-(1,3,3-trimethylindolin-5-yl)-1,3,4-oxadiazol-2-ol CN1CC(C2=CC(=CC=C12)C1=NN=C(O1)O)(C)C